COC(=O)C=1C(=C(N(C1)C)C(C(=O)O)=O)C 2-(4-(methoxycarbonyl)-1,3-dimethyl-1H-pyrrol-2-yl)-2-oxoacetic acid